BrC1(C(NC2=C(O1)C=CC=C2)=O)C bromo-2-methyl-2H-benzo[b][1,4]oxazin-3(4H)-one